CC1=CC2=C(N=C(N=C2NCCCC2=CC=C(C=C2)OC(F)(F)F)C(F)(F)F)S1 6-methyl-N-(3-(4-(trifluoromethoxy)phenyl)propyl)-2-(trifluoromethyl)thieno[2,3-d]pyrimidin-4-amine